ClC=1C=C(C=CC1F)C=1N=CN(C1C=1C=CC=2N(N1)C(=CN2)C#N)CCCF 6-(4-(3-chloro-4-fluorophenyl)-1-(3-fluoropropyl)-1H-imidazol-5-yl)imidazo[1,2-b]pyridazine-3-carbonitrile